NC1=C(C=CC=C1)[C@@H](C)C1=NC(=NC=C1C(F)(F)F)N[C@@H]1CNCCC1 4-[(1R)-1-(2-aminophenyl)ethyl]-N-[(3S)-piperidin-3-yl]-5-(trifluoromethyl)pyrimidin-2-amine